C(C)(=O)N1CC(NC2=CC(=CC=C12)S(=O)(=O)N1CCN(CC1)C1=NC(=CC(=N1)C#N)C)=O 2-(4-((1-acetyl-3-oxo-1,2,3,4-tetrahydroquinoxalin-6-yl)sulfonyl)piperazin-1-yl)-6-methylpyrimidine-4-carbonitrile